2,4-dichloro-8-methylquinoline ClC1=NC2=C(C=CC=C2C(=C1)Cl)C